FC1=CC2=CN(N=C2C(=C1)C(=O)N)C1=CC=C(C=C1)C1CNCCC1 5-fluoro-2-(4-piperidin-3-ylphenyl)-2H-indazole-7-carboxamide